BrC=1C=CC2=C(N=CCO2)C1 6-bromo-2H-1,4-benzoxazine